tert-butyl (2-(2-(2-(4-azidobenzamido)ethoxy)ethoxy)ethyl)carbamate N(=[N+]=[N-])C1=CC=C(C(=O)NCCOCCOCCNC(OC(C)(C)C)=O)C=C1